2-(cis-4-aminocyclohexyl)-5-chloro-N4-(2-(isopropylsulfonyl)phenyl)pyrimidine-2,4-diamine N[C@H]1CC[C@H](CC1)C1(NC=C(C(=N1)NC1=C(C=CC=C1)S(=O)(=O)C(C)C)Cl)N